NC(C(CCC(=O)OC(C)(C)C)N1C(C2=C(C(=CC=C2C1)C=O)O)=O)=O tert-butyl 5-amino-4-(6-formyl-7-hydroxy-1-oxoisoindolin-2-yl)-5-oxopentanoate